C1(CC1)C1=CN(C=2C(N(C=CC21)C2=CC(=CC=C2)C2(CC(C2)C)C2=NN=CN2C)=O)S(=O)(=O)C2=CC=C(C=C2)C 3-cyclopropyl-6-[3-[3-methyl-1-(4-methyl-1,2,4-triazol-3-yl)cyclobutyl]phenyl]-1-(4-methylphenyl)sulfonylpyrrolo[2,3-c]pyridin-7-one